COC1=C(C=C2C(=NC(=NC2=C1)C)N[C@H](C)C1=CC(=CC(=C1)C(F)(F)F)[N+](=O)[O-])OC1CCNCC1 (R)-7-Methoxy-2-methyl-N-(1-(3-nitro-5-(trifluoromethyl)phenyl)ethyl)-6-(piperidine-4-oxy)quinazolin-4-amine